Triazol-3-one CC[C@@H]([C@H](C)O)N1C(=O)N(C=N1)C2=CC=C(C=C2)N3CCN(CC3)C4=CC=C(C=C4)OCC5C[C@](OC5)(CN6C=NC=N6)C7=C(C=C(C=C7)F)F